2-(((1r,4r)-4-(((6-fluoropyridin-3-yl)(phenyl)carbamoyl-oxy)methyl)cyclohexyl)methoxy)acetic acid FC1=CC=C(C=N1)N(C(=O)OCC1CCC(CC1)COCC(=O)O)C1=CC=CC=C1